ClC=1C(=CC(=C(C(=O)C2=CC=CC=C2)C1)O)C 5-Chloro-2-hydroxy-4-methylbenzophenone